(3-(1-((1H-indazol-5-yl)methyl)-2,4-dioxo-1,2-dihydroquinazolin-3(4H)-yl)phenoxy)-N-isopropylacetamide N1N=CC2=CC(=CC=C12)CN1C(N(C(C2=CC=CC=C12)=O)C=1C=C(OCC(=O)NC(C)C)C=CC1)=O